NC1=NC(=C(C(=N1)O)C(F)(F)F)Cl 2-Amino-6-chloro-5-(trifluoromethyl)pyrimidin-4-ol